N-[2-(2,3-Dihydro-1,4-benzodioxin-6-yl)-3-methylpyridin-4-yl]-4,5,6,7-tetrahydro[1,3]thiazolo[5,4-c]pyridin-2-carboxamid O1CCOC2=C1C=CC(=C2)C2=NC=CC(=C2C)NC(=O)C=2SC=1CNCCC1N2